NC1=C2N=CN(C2=NC(=N1)F)C1CC(C(O1)(CO)CC)O 5-(6-amino-2-fluoro-9H-purin-9-yl)-2-ethyl-2-(hydroxymethyl)tetrahydrofuran-3-ol